1-(Furan-2-ylmethylsulfanyl)butane-2-thiol O1C(=CC=C1)CSCC(CC)S